3-[4-Hydroxy-3-(3-methylbut-2-enyl)phenyl]-1-(2,4,6-trihydroxyphenyl)prop-2-en-1-one OC1=C(C=C(C=C1)C=CC(=O)C1=C(C=C(C=C1O)O)O)CC=C(C)C